2,2-dimethyl-6-(1-methyl-1,2,3,6-tetrahydropyridin-4-yl)-1,2-dihydroquinoline CC1(NC2=CC=C(C=C2C=C1)C=1CCN(CC1)C)C